N1(CCNCC1)C=1C=2N(C=CC1)C(=CN2)N2C(NC(CC2)=O)=O 1-(8-piperazin-1-yl-imidazo[1,2-a]pyridin-3-yl)hexahydropyrimidine-2,4-dione